2-(4-(N-(8'-(azetidin-1-yl)-4'H-spiro[cyclopropane-1,5'-naphtho[2,1-d]isoxazol]-3'-yl)sulfamoyl)-3,5-dimethoxyphenyl)-N-methylacetamide N1(CCC1)C1=CC=C2C3(CC=4C(=NOC4C2=C1)NS(=O)(=O)C1=C(C=C(C=C1OC)CC(=O)NC)OC)CC3